C(C1=CC=CC=C1)NC1CC2CN(CC(C1)C2)C(=O)OC(C)(C)C tert-butyl 7-(benzylamino)-3-azabicyclo[3.3.1]nonane-3-carboxylate